C(C=C)(=O)O.C(C=C)(=O)O.C(C=C)(=O)O.C(C=C)(=O)O.C(O)C(C)(CO)CO.C(O)C(C)(CO)CO di(trimethylolethane) tetraacrylate